C(CCC)NCCC[Si](OC)(OC)C N-(n-Butyl)-3-aminopropylmethyldimethoxysilane